N1=C2C(=CC=C1)C=NC2 7H-pyrrolo[3,4-b]pyridine